C(C#CCCCCCCCC)(=O)OC METHYL 2-UNDECYNOATE